(S)-1'-(3-bromo-5-(1H-indol-6-yl)-6-methylpyrazin-2-yl)-4,6-dihydrospiro[cyclopenta[d]thiazole-5,4'-piperidin]-4-amine BrC=1C(=NC(=C(N1)C1=CC=C2C=CNC2=C1)C)N1CCC2(CC1)CC1=C(N=CS1)[C@H]2N